CC1(OB(OC1(C)C)\C=C\1/CN2CCC1CC2)C (3Z)-3-[(4,4,5,5-tetramethyl-1,3,2-dioxaborolan-2-yl)methylene]quinuclidine